O[C@@H]([C@H](CC1=CC=CC=C1)NC(=O)C1C2=CC=CC=C2C=2C=CC=CC12)CN[C@@H](C)C1=CC=CC=C1 N-((2S,3R)-3-hydroxy-1-phenyl-4-(((S)-1-phenylethyl)amino)butan-2-yl)-9H-fluorene-9-carboxamide